(S)-N-(2-(2-Cyano-4,4-difluoropyrrolidin-1-yl)-2-oxoethyl)quinoline-4-carboxamide C(#N)[C@H]1N(CC(C1)(F)F)C(CNC(=O)C1=CC=NC2=CC=CC=C12)=O